C(C(C)C)[Si](Cl)(Cl)Cl isobutyl-silicon trichloride